ClC1=C(C=C(C=C1)C(=O)OC(C)C)C=1C=C2C(=NN(C2=CC1)C(C1=CC=CC=C1)(C1=CC=CC=C1)C1=CC=CC=C1)NC(=O)[C@H]1CN(CCC1)C(=O)OC(C)(C)C tert-Butyl (3R)-3-[(5-{2-chloro-5-[(propan-2-yloxy)carbonyl]phenyl}-1-trityl-1H-indazol-3-yl)carbamoyl]-piperidine-1-carboxylate